C(C)(C)(C)C1=CC=C(C=C1)C1(CCC1)C(=O)O 1-(4-(tert-butyl)phenyl)cyclobutane-1-carboxylic acid